9-(4-((2-(3-((2-methoxy-4-(methylcarbamoyl)phenyl)amino)prop-1-yn-1-yl)-1-(2,2,2-trifluoroethyl)-1H-indol-4-yl)amino)piperidin-1-yl)nonanoic acid COC1=C(C=CC(=C1)C(NC)=O)NCC#CC=1N(C2=CC=CC(=C2C1)NC1CCN(CC1)CCCCCCCCC(=O)O)CC(F)(F)F